FC=1C=C2C(C(=CN(C2=CC1F)C1=CC=C(C=C1)OCC1=CC=C(C=C1)OC)C(=O)OCC)=O ethyl 6,7-difluoro-1-[4-[(4-methoxyphenyl)methoxy]phenyl]-4-oxoquinoline-3-carboxylate